kalium nitrate [N+](=O)([O-])[O-].[K+]